2-amino-1,4-benzenedicarboxylate NC1=C(C=CC(=C1)C(=O)[O-])C(=O)[O-]